3-nitro-suberic acid [N+](=O)([O-])C(CC(=O)O)CCCCC(=O)O